3-{2-[(3,5-dimethylphenyl)amino]pyrimidin-4-yl}-1-methyl-N-[(1-methyl-1H-imidazol-5-yl)methyl]-1H-pyrazole-5-carboxamide CC=1C=C(C=C(C1)C)NC1=NC=CC(=N1)C1=NN(C(=C1)C(=O)NCC1=CN=CN1C)C